COC1=CC=C(CN2C(CCCC2=O)=O)C=C1 1-(4-methoxybenzyl)-2,6-dioxopiperidine